(S)-7-(1-amino-5-(tert-butoxy)-1,5-dioxopentan-2-yl)-5-bromo-6-oxo-7,8-dihydro-2H,6H-spiro[furo[2,3-e]isoindole-3,4'-piperidine]-1'-carboxylic acid tert-butyl ester C(C)(C)(C)OC(=O)N1CCC2(CC1)COC1=C3CN(C(C3=C(C=C12)Br)=O)[C@H](C(=O)N)CCC(=O)OC(C)(C)C